ClC1=C2C=CNC2=CC(=C1)NC1=CC(=CC(=N1)C#N)NC=1C=C2CC(NC2=CC1)=O 6-[(4-chloro-1H-indol-6-yl)amino]-4-[(2-oxo-2,3-dihydro-1H-indol-5-yl)amino]pyridine-2-carbonitrile